FC1=C(NC2=C1C=NC=C2)CNC(OCCCC)=O butyl ((3-fluoro-1H-pyrrolo[3,2-c]pyridine-2-yl)methyl)carbamate